2-benzyl-1,2,3,4-tetrahydroisoquinoline-3-carboxylic acid C(C1=CC=CC=C1)N1CC2=CC=CC=C2CC1C(=O)O